6-isopropyl-6H-indole C(C)(C)C1C=CC2=CC=NC2=C1